6-[m-(benzylaminosulfonyl)phenyl]-4-({[p-(trifluoromethyl)phenyl]methyl}amino)-1,3,5-triazanaphthalene C(C1=CC=CC=C1)NS(=O)(=O)C=1C=C(C=CC1)C=1N=C2C(=NC=NC2=CC1)NCC1=CC=C(C=C1)C(F)(F)F